(2S)-2-((1aR,3aR,3bS,5aS,6R,8aS,8bS,10aR)-10-methoxy-3a,5a-dimethylhexadecahydrocyclopenta[a]cyclopropa[2,3]cyclopenta[1,2-f]naphthalen-6-yl)propyl (2-methoxyethyl)carbamate COCCNC(OC[C@@H](C)[C@H]1CC[C@@H]2[C@@]1(CC[C@@H]1[C@@]3([C@]4(C(C[C@@H]21)OC)[C@H](CC3)C4)C)C)=O